CC1=CC=2CNCCC2S1 methyl-4,5,6,7-tetrahydrothieno[3,2-c]pyridine